N-(1-hydroxypropan-2-yl)propanamide OCC(C)NC(CC)=O